COC(C1=C(C=CC(=C1)NC(CC1=C(C=CC(=C1)Cl)O)=O)OC)=O 5-[[2-(5-chloro-2-hydroxy-phenyl)acetyl]amino]-2-methoxy-benzoic acid methyl ester